C(C1=CC=CC=C1)OC(=O)N1CCNCCN(CCNCC1)C(=O)OCC1=CC=CC=C1.C(C)(C)(C)OC[C@H](C(=O)OC)N1CCN(CCNCCN(CC1)C(=O)OCC1=CC=CC=C1)C(=O)OCC1=CC=CC=C1 dibenzyl 4-[(2R)-3-tert-butoxy-1-methoxy-1-oxopropan-2-yl]-1,4,7,10-tetraazacyclododecane-1,7-dicarboxylate dibenzyl-1,4,7,10-tetraazacyclododecane-1,7-dicarboxylate